ClC=1C=CC(=C(C1)C1=CC(=CN=N1)NC1=CC=NC2=CC(=CC=C12)OCCN1CCN(CC1)C(C)=O)F 1-(4-{2-[(4-{[6-(5-Chloro-2-Fluorophenyl)Pyridazin-4-yl]Amino}Quinolin-7-yl)Oxy]Ethyl}Piperazin-1-yl)Ethan-1-One